2-cyclopropyl-4,6-difluoro-5-iodo-1H-1,3-benzodiazole C1(CC1)C1=NC2=C(N1)C=C(C(=C2F)I)F